C(=O)(OC(C)(C)C)NCCOCCOCCOCC(=O)O 11-(boc-amino)-3,6,9-trioxaundecanoic acid